N1C(=NC=C1)C1=NC=C(C(=O)O)C(=C1)N1CCOCC1 6-(1H-imidazol-2-yl)-4-morpholinonicotinic acid